N-[5-methoxy-4-(2-methylphenoxy)-6-(o-tolyl)pyrimidin-2-yl]-1-methyl-pyrazole-4-sulfonamide COC=1C(=NC(=NC1C1=C(C=CC=C1)C)NS(=O)(=O)C=1C=NN(C1)C)OC1=C(C=CC=C1)C